1-(4-azidophenyl)-3-(4-methylphenyl)prop-2-en-1-one N(=[N+]=[N-])C1=CC=C(C=C1)C(C=CC1=CC=C(C=C1)C)=O